(3S)-7-((2S,5R)-4-acryloyl-2,5-dimethylpiperazin-1-yl)-9-chloro-3-((1-(2,2-difluoroethyl)piperidin-4-yl)methyl)-10-(2,4-difluorophenyl)-2H-[1,4]thiazino[2,3,4-ij]quinazolin-5(3H)-one C(C=C)(=O)N1C[C@@H](N(C[C@H]1C)C1=NC(N2C3=C(C(=C(C=C13)Cl)C1=C(C=C(C=C1)F)F)SC[C@@H]2CC2CCN(CC2)CC(F)F)=O)C